(S)-3-(6-((2-((3S,4R)-3-fluoro-4-hydroxy-3-methylpiperidin-1-yl)pyrimidin-4-yl)amino)-1-((R)-2-methylazetidin-1-yl)-2,7-naphthyridin-4-yl)butanenitrile F[C@]1(CN(CC[C@H]1O)C1=NC=CC(=N1)NC=1C=C2C(=CN=C(C2=CN1)N1[C@@H](CC1)C)[C@H](CC#N)C)C